(1-(3-((6-amino-8-bromo-2-fluoro-9H-purin-9-yl)methyl)phenethyl)-1H-imidazol-4-yl)methanol NC1=C2N=C(N(C2=NC(=N1)F)CC=1C=C(CCN2C=NC(=C2)CO)C=CC1)Br